N-((S)-(5-((S)-1-(5,5-difluoro-2-oxotetrahydropyrimidin-1(2H)-yl)-2-methoxyethyl)benzo[d]oxazol-2-yl)((1r,4S)-4-fluorocyclohexyl)methyl)-1-ethyl-1H-pyrazole-5-carboxamide FC1(CNC(N(C1)[C@H](COC)C=1C=CC2=C(N=C(O2)[C@@H](NC(=O)C2=CC=NN2CC)C2CCC(CC2)F)C1)=O)F